C(C1=CC=CC=C1)OC1=CC=C(C=C1)C=1C2=C(NC(N1)=S)NC(NC2=O)=O 5-(4-(Benzyloxy)phenyl)-7-thioxo-7,8-dihydropyrimido[4,5-d]pyrimidine-2,4(1H,3H)-dione